[Cl-].C=CCC Butene chloride